ClC1=C(C=C(C=C1)C1=NC(=CN=C1)CCl)OC(F)F 2-(4-Chloro-3-(difluoromethoxy)phenyl)-6-(chloromethyl)pyrazine